4,4'-(Perfluoropropane-2,2-diyl)bis(1-(allyloxy)-2-propylbenzene) FC(C(C(F)(F)F)(C1=CC(=C(C=C1)OCC=C)CCC)C1=CC(=C(C=C1)OCC=C)CCC)(F)F